2-amino-3-cyano-4-(3-thienyl)-6-methyl-4H-pyran-5-carboxylic acid methyl ester COC(=O)C=1C(C(=C(OC1C)N)C#N)C1=CSC=C1